cyclohexa-4-ene-1,2-dicarboxylic acid C1(C(CC=CC1)C(=O)O)C(=O)O